4-((2-((7-azabicyclo[2.2.1]heptan-7-yl)methyl)-6-fluorobenzyl)amino)-2,6-difluoro-N-(isoxazol-3-yl)3-methylbenzenesulfonamide C12CCC(CC1)N2CC2=C(CNC1=C(C(=C(C(=C1)F)S(=O)(=O)NC1=NOC=C1)F)C)C(=CC=C2)F